3-chloro-6,7-dihydro-5H-cyclopenta[b]pyridin-5-one ClC=1C=C2C(=NC1)CCC2=O